7-Methoxy-1-(2-methoxyethyl)indole-2-carbaldehyde COC=1C=CC=C2C=C(N(C12)CCOC)C=O